C(C)(C)(C)C1=C(C=CC(=C1)C=C)OP(OC1=C(C=C(C=C1)C=C)C(C)(C)C)OC1=C(C=C(C=C1)C=C)C(C)(C)C.C(C1=CC=CC=C1)N(C1=CC=CC=C1)CC1=CC=CC=C1 bis(benzyl)aniline tris(2-tert-butyl-4-vinyl-phenyl)phosphite